tert-butyl (S)-3-(4-vinylphenyl)-2-((R)-1-(tert-butoxycarbonyl)pyrrolidin-3-yl)propanoate C(=C)C1=CC=C(C=C1)C[C@H](C(=O)OC(C)(C)C)[C@@H]1CN(CC1)C(=O)OC(C)(C)C